C(C)(C)NC(=O)C1=CC=C2C(=CNC2=C1)C1=CC(=CC=C1)OC1=CC=C(C=C1)C=1NC2=CC(=CC=C2C1)C(NC(C)C)=O N-isopropyl-3-(3-(4-(6-(N-isopropylcarbamoyl)-1H-indol-2-yl)phenoxy)phenyl)-1H-indole-6-carboxamide